spiro[1,3-benzodioxole-2,4'-piperidine]-6-carboxamide N1CCC2(CC1)OC1=C(O2)C=C(C=C1)C(=O)N